(1S,5R)-4-(3-methoxy-4,5-bis(methoxymethoxy)styryl)-6,6-dimethylbicyclo[3.1.1]Hept-3-en-2-one COC=1C=C(C=CC2=CC([C@@H]3C([C@H]2C3)(C)C)=O)C=C(C1OCOC)OCOC